propyl 4-(((3R,6S)-6-methylpiperidin-3-yl) amino)-7H-pyrrolo[2,3-d]pyrimidine-5-carboxylate C[C@H]1CC[C@H](CN1)NC=1C2=C(N=CN1)NC=C2C(=O)OCCC